(R)-N,N,2-trimethyl-4-(2-(5-methyl-2-(3-oxo-3-(tetrahydrofurane-3-ylamino)propyl)-1,2,3,4-tetrahydroisoquinolin-7-yl)-5H-pyrrolo[2,3-b]pyrazin-7-yl)benzamide CN(C(C1=C(C=C(C=C1)C1=CNC2=NC=C(N=C21)C2=CC(=C1CCN(CC1=C2)CCC(N[C@H]2COCC2)=O)C)C)=O)C